S(=O)(=O)(O)C=1C=C(C=C(C(=O)[O-])C1)C(=O)[O-] 5-sulfoisophthalate